2-chloro-10-(2-chloroethyl)-10H-phenothiazine ClC1=CC=2N(C3=CC=CC=C3SC2C=C1)CCCl